C1(CC1)S(=O)(=O)NC1=CN=CC(=N1)C(CC)NC(C1=C(C=C(C=C1)C1=NC(=CN=C1)OCC)F)=O N-(1-(6-(cyclopropanesulfonamido)pyrazin-2-yl)propyl)-4-(6-ethoxypyrazin-2-yl)-2-(R)-fluorobenzamide